CC1=CC=C(C=C1)C=CC(=O)Cl 3-(4-methylphenyl)acryloyl chloride